Nitrophenanthroline [N+](=O)([O-])C1=NC2=C3N=CC=CC3=CC=C2C=C1